C1=CC=C2C(=CC=C3OC=4C=CC=CC4C1=C23)B(O)O benzo[kl]xanthen-4-ylboronic acid